2-(((tert-Butyldimethylsilyl)oxy)methyl)-5-(1-methyl-4-(trifluoromethyl)-1H-imidazol-2-yl)pyrimidine [Si](C)(C)(C(C)(C)C)OCC1=NC=C(C=N1)C=1N(C=C(N1)C(F)(F)F)C